C(C)(C)(C)C1=NNC=C1OC1CC(CC1)C1=CC(=NN1)NC=1C=CC2=C(CNS2(=O)=O)C1F 5-((5-(3-((3-(tert-butyl)-1H-pyrazol-4-yl)oxy)cyclopentyl)-1H-pyrazol-3-yl)amino)-4-fluoro-2,3-dihydrobenzo[d]isothiazole 1,1-dioxide